3-ethoxypropionitrile C(C)OCCC#N